tetradecyl alcohol phosphate potassium salt [K+].P(=O)([O-])([O-])OCCCCCCCCCCCCCC.[K+]